OCCN(C1=CC=C(C=C1)NC(=O)C=1N=C(NC1)C=1N(C=NC1C1=CC=C(C=C1)F)C(C)C)CCO N-(4-(bis(2-hydroxyethyl)amino)phenyl)-5'-(4-fluorophenyl)-3'-isopropyl-1H,3'H-[2,4'-biimidazole]-4-carboxamide